The molecule is a phthalic acid monoester obtained by formal condensation of one of the carboxy groups of phthalic acid with the hydroxy group of isodecanol. It has a role as a human xenobiotic metabolite, a bacterial xenobiotic metabolite and a rat metabolite. CC(C)CCCCCCCOC(=O)C1=CC=CC=C1C(=O)O